C(C)OC(=O)C1=NC(=C(N=C1N1CCC2(CC1)C(C1=C(C=CC=C1C2)C#N)=N[S@](=O)C(C)(C)C)C)C2=C(C(=CC=C2)Cl)Cl 3-((S)-1-(((R)-tert-butylsulfinyl)imino)-7-cyano-1,3-dihydrospiro[indene-2,4'-piperidin]-1'-yl)-6-(2,3-dichlorophenyl)-5-methylpyrazine-2-carboxylic acid ethyl ester